2-((4-(ethylsulfonyl)-2-fluorophenyl)thio)-5-methoxy-N-(5-methyl-1H-pyrazol-3-yl)-6-morpholinopyrimidin-4-amine C(C)S(=O)(=O)C1=CC(=C(C=C1)SC1=NC(=C(C(=N1)NC1=NNC(=C1)C)OC)N1CCOCC1)F